BrC=1C=C(C)C=CC1OC 3-Bromo-4-methoxytoluene